methacryloyloxypropylhexahydrophthalic acid C(C(=C)C)(=O)OCCCC1(C(=O)O)C(C(=O)O)CCCC1